C(C=CC=CC)(=O)[O-].[K+] potassium hexa-2,4-dienoate